[N+](=O)([O-])C1=C(C(=O)O)C=CC(=C1)N1CCCC1 2-nitro-4-(pyrrolidin-1-yl)benzoic acid